NC1=CC=C(C=C1)N1CCC(CC1)N1CCC(CC1)CNC(OC(C)(C)C)=O tert-butyl ((1'-(4-aminophenyl)-[1,4'-bipiperidin]-4-yl)methyl)carbamate